5-chloro-N-(1,1-dimethylsilinan-4-yl)-4-fluoro-6-methyl-1H-pyrrolo[2,3-b]pyridine-2-carboxamide ClC=1C(=C2C(=NC1C)NC(=C2)C(=O)NC2CC[Si](CC2)(C)C)F